CN(C=1C=C(C=CC1)NC1=NC2=C(C3=CN=CC=C13)C=C(N2)C(=O)O)C 5-((3-(dimethylamino)phenyl)amino)-7H-pyrrolo[2,3-c][2,6]naphthyridine-8-carboxylic acid